3-chloro-6-(5-((cyclohexyl-(propyl)amino)methyl)-1H-tetrazol-1-yl)pyridine ClC=1C=NC(=CC1)N1N=NN=C1CN(CCC)C1CCCCC1